ClC1=CC=CC2=C1NC(OC2=O)=O 8-chloro-2H-benzo[d][1,3]oxazine-2,4(1H)-dione